tert-butyl 4-{4-[(3S,4R)-4-(dimethylamino)-1-(7-fluoro-2,3-dihydro-1H-inden-1-yl)pyrrolidin-3-yl]phenyl}piperazine-1-carboxylate CN([C@@H]1[C@H](CN(C1)C1CCC2=CC=CC(=C12)F)C1=CC=C(C=C1)N1CCN(CC1)C(=O)OC(C)(C)C)C